C(C=C)(=O)O.C[Si](OC)(OC)OC methyl-trimethoxysilane acrylate